FC(C(=O)N[C@@H]1[C@H](N(C(C1)=O)C=1C=C2C=NN(C2=CC1)C1=CN(C(C=C1)=O)C)C1=CC(=C(C=C1)F)OC)(C)F 2,2-Difluoro-N-[(2R,3S)-2-(4-fluoro-3-methoxy-phenyl)-1-[1-(1-methyl-6-oxo-3-pyridyl)indazol-5-yl]-5-oxo-pyrrolidin-3-yl]propanamid